C(C)(=O)[C@@H]1[C@H](C1)C(=O)OC(C)(C)C tert-butyl (1S,2S)-2-acetylcyclopropane-1-carboxylate